C(=O)(OC(C)(C)C)N1OC1C1=CC=C(C=C1)C#N N-Boc-3-(4-cyanophenyl)oxaaziridine